5-(Trifluoromethoxy)-1H-indole FC(OC=1C=C2C=CNC2=CC1)(F)F